dimethyl o-tolyl phosphate P(=O)(OC)(OC)OC1=C(C=CC=C1)C